FC1=C(CNC(=O)C2=NOC(=N2)C2(CC2)C)C=CC(=C1)C=1C=2N(C=C(N1)C=1C=NN(C1)C)N=CC2 N-(2-Fluoro-4-(6-(1-methyl-1H-pyrazol-4-yl)pyrazolo[1,5-a]pyrazin-4-yl)benzyl)-5-(1-methylcyclopropyl)-1,2,4-oxadiazole-3-carboxamide